4-(1,1-difluoro-6-((5-methoxy-7-methyl-1H-indol-4-yl)methyl)-6-azaspiro[2.5]octane-5-yl)benzoic acid FC1(CC12CC(N(CC2)CC2=C1C=CNC1=C(C=C2OC)C)C2=CC=C(C(=O)O)C=C2)F